1,3-Diethoxypropan-2-ol C(C)OCC(COCC)O